O[C@@H](C(=O)N1[C@@H]([C@H]2C([C@H]2C1)(C)C)C(=O)N[C@@H](C[C@H]1C(NCC1)=O)C(COC(F)(F)F)=O)CC(C)C (1R,2S,5S)-3-((R)-2-hydroxy-4-methylpentanoyl)-6,6-dimethyl-N-((S)-3-oxo-1-((S)-2-oxopyrrolidin-3-yl)-4-(trifluoromethoxy)butan-2-yl)-3-azabicyclo[3.1.0]hexane-2-carboxamide